C1(=CC=CC=C1)CCCC1=NOC(=N1)[C@H]1NC[C@@H](C1)C1=CC=CC=C1 3-(3-Phenylpropyl)-5-[(2S,4S)-4-phenylpyrrolidin-2-yl]-1,2,4-oxadiazole